N-(2-formylthiophene-3-yl)p-toluenesulfonamide C(=O)C=1SC=CC1NS(=O)(=O)C1=CC=C(C)C=C1